NC1=C2C(=NC=N1)N(N=C2C2=CC=C(C=C2)OC2=CC=CC=C2)C2CCN(CC2)C(CCCCCSC2=CC(=C1C(N(C(C1=C2)=O)C2C(NC(CC2)=O)=O)=O)F)=O 6-((6-(4-(4-amino-3-(4-phenoxyphenyl)-1H-pyrazolo[3,4-d]pyrimidin-1-yl)piperidin-1-yl)-6-oxohexyl)sulfanyl)-2-(2,6-dioxopiperidin-3-yl)-4-fluoroisoindoline-1,3-dione